The molecule is a disaccharide derivative consisting of 4-chloro-4-deoxy-alpha-D-galactopyranose and 1,6-dichloro-1,6-dideoxy-beta-D-fructofuranose units linked by a glycosidic bond. It has a role as an environmental contaminant, a xenobiotic and a sweetening agent. It is a disaccharide derivative and an organochlorine compound. C([C@@H]1[C@@H]([C@@H]([C@H]([C@H](O1)O[C@]2([C@H]([C@@H]([C@H](O2)CCl)O)O)CCl)O)O)Cl)O